ClC1=CC=C(C=C1)N1N=C2C(=N1)C=CC(=C2)NCC2CCCC2 2-(4-chlorophenyl)-N-(cyclopentylmethyl)benzotriazol-5-amine